(1R,5S,6r)-3-[(5-iso-propyl-1H-pyrazol-3-yl)carbonyl]-3-azabicyclo[3.1.0]hexane-6-carboxylic acid C(C)(C)C1=CC(=NN1)C(=O)N1C[C@H]2C([C@H]2C1)C(=O)O